N-[6-(4-amino-5-{3-fluoro-4-[(4-methylpyrimidin-2-yl)oxy]phenyl}-7-ethyl-5H-pyrrolo[3,2-d]pyrimidin-6-yl)-5-methylpyridin-3-yl]acrylamide NC=1C2=C(N=CN1)C(=C(N2C2=CC(=C(C=C2)OC2=NC=CC(=N2)C)F)C2=C(C=C(C=N2)NC(C=C)=O)C)CC